1,3,5-benzenetristhiol C1(=CC(=CC(=C1)S)S)S